N1=C(C=CC=C1)C1=NNC(=N1)CO (3-(pyridin-2-yl)-1H-1,2,4-triazol-5-yl)methanol